4-methyl-N-(thien-2-yl)benzofuran-2-sulfonamide CC1=CC=CC2=C1C=C(O2)S(=O)(=O)NC=2SC=CC2